decyl (S)-2-hydroxypropanoate O[C@H](C(=O)OCCCCCCCCCC)C